(E)-2-((2-(4-(2-chlorophenyl)thiazol-2-yl)-2-methylhydrazono)methyl)-N-(Propanesulfonyl)benzamide ClC1=C(C=CC=C1)C=1N=C(SC1)N(\N=C\C1=C(C(=O)NS(=O)(=O)CCC)C=CC=C1)C